OC(C(=O)[O-])C(C(C(CO)O)O)O 2,3,4,5,6-pentahydroxyhexanoate